diketoresorcinol O=C1CC(C(=CC1O)O)=O